CN(CCCCCCCCCCC\C=C/CCCCCCCC(=O)[NH-])C N-(3-dimethylaminopropyl)oleoyl-amide